2-Chloro-5-methyl-pyridin-N-oxid ClC1=[N+](C=C(C=C1)C)[O-]